1-(2,4,5-trifluorobenzyl)-6-(5-chloro-2-methylbenzo[d]oxazol-6-ylamino)-3-((1-methyl-1H-1,2,4-triazol-3-yl)methyl)pyrimidine-2,4(1H,3H)-dione FC1=C(CN2C(N(C(C=C2NC2=CC3=C(N=C(O3)C)C=C2Cl)=O)CC2=NN(C=N2)C)=O)C=C(C(=C1)F)F